FC1=C(C2=C(C(=N1)OC)N=C(S2)[NH-])N2CCOCC2 (6-fluoro-4-methoxy-7-morpholin-4-yl-thiazolo[4,5-c]pyridin-2-yl)-amid